7-chloro-5-{[4-(chloromethyl)-2-methoxyphenyl]methyl}-N4-pentyl-5H-pyrrolo[3,2-d]pyrimidine-2,4-diamine hydrochloride Cl.ClC1=CN(C2=C1N=C(N=C2NCCCCC)N)CC2=C(C=C(C=C2)CCl)OC